1,1,1,1-tetra(glycidyloxymethyl)methane C(C1CO1)OCC(COCC1CO1)(COCC1CO1)COCC1CO1